3-(5-(chloromethyl)-1,2,4-oxadiazol-3-yl)benzoic acid ClCC1=NC(=NO1)C=1C=C(C(=O)O)C=CC1